C(C)(C)(C)OC(NCC1CN(CC1)C1=NC=CC(=N1)C1=C(C=CC=C1)OC)=O ({1-[4-(2-methoxyphenyl)pyrimidin-2-yl]pyrrolidin-3-yl}methyl)carbamic acid tert-butyl ester